COC1=CC(=NC=C1OC1=CC=C(C=C1)OC)C=O 4-methoxy-5-(4-methoxy-phenoxy)-pyridin-2-yl-methanone